O.ON1C(CCC1=O)=O 1-hydroxy-2,5-pyrrolidinedione monohydrate